((7R)-7-amino-2-azabicyclo[2.2.1]hept-2-yl)(2-(6-cyclopropyl-1-(cyclopropylmethyl)-1H-pyrrolo[2,3-b]pyridin-2-yl)-3-methylpyrazolo[1,5-a]pyridin-6-yl)methanone N[C@H]1C2N(CC1CC2)C(=O)C=2C=CC=1N(C2)N=C(C1C)C1=CC=2C(=NC(=CC2)C2CC2)N1CC1CC1